N,N-dimethyl-acetyl-acetamide (S)-2-((1-(3-(3-isopropylphenyl)-1,2,4-oxadiazol-5-yl)ethyl)carbamoyl)-4-methoxypyridin-3-yl-butyrate C(C)(C)C=1C=C(C=CC1)C1=NOC(=N1)[C@H](C)NC(=O)C1=NC=CC(=C1OC(CCC)=O)OC.CN(C(CC(C)=O)=O)C